CNC=1N=CC(=C2C=C(N=CC12)NC(=O)C1CC1)C1=CC=C(C=C1)S(=O)(=O)C N-(8-(methylamino)-5-(4-(methylsulfonyl)phenyl)-2,7-naphthyridin-3-yl)cyclopropanecarboxamide